9-(2-((cyclopropylmethyl)amino)pyrimidin-5-yl)-6,7-dimethoxynaphtho[2,3-c]furan-1(3H)-one C1(CC1)CNC1=NC=C(C=N1)C1=C2C=C(C(=CC2=CC2=C1C(OC2)=O)OC)OC